C(C)(C)C=1C(=CC=C2C(CCOC12)=O)O[C@H](C1=CC=C(C#N)C=C1)C1=CC=NC=C1 (R,S)-4-(((8-Isopropyl-4-oxochroman-7-yl)oxy)(pyridin-4-yl)methyl)benzonitrile